C1(CC1)C=1N=NN(C1)[C@H](C(=O)N1[C@@H](C[C@H](C1)O)C(=O)N[C@H]1[C@@H](C1)C1=C(C=C(C(=C1)OC)C)OC)C(C)(C)C (2S,4r)-1-[(2S)-2-(4-cyclopropyl-triazol-1-yl)-3,3-dimethyl-butyryl]-N-[(1r,2S)-2-(2,5-dimethoxy-4-methyl-phenyl)cyclopropyl]-4-hydroxy-pyrrolidine-2-carboxamide